2-Methyl-6-(tetrahydrofuran-3-yl)-1,2,3,4-tetrahydroisoquinolin-7-amine CN1CC2=CC(=C(C=C2CC1)C1COCC1)N